(2S,4R)-N-[(4-cyanocyclohexyl)methyl]-1-[(2S)-2-(4-cyclopropyltriazol-1-yl)-3,3-dimethyl-butanoyl]-4-hydroxy-pyrrolidine-2-carboxamide C(#N)C1CCC(CC1)CNC(=O)[C@H]1N(C[C@@H](C1)O)C([C@H](C(C)(C)C)N1N=NC(=C1)C1CC1)=O